2-benzyl-6-phenyl-4-(prop-2-yn-1-yl)-1,2,4-triazine-3,5(2H,4H)-dione C(C1=CC=CC=C1)N1N=C(C(N(C1=O)CC#C)=O)C1=CC=CC=C1